CN1N=NC2=C1C=CC(=C2C)C(CC(=O)OCC)C=2C=C(C1=C(CCO1)C2)CO Ethyl 3-(1,4-dimethyl-1H-benzotriazol-5-yl)-3-[7-(hydroxymethyl)-2,3-dihydro-1-benzofuran-5-yl]propanoate